C(CCCCCCC\C=C/CCCCCCCCCC)(=O)O Gadoleic acid